(S)-N-(1-(4-(N-tert-butylsulfamoyl)phenylamino)-1-oxo-3-phenylprop-2-yl)-5-fluoropyridinamide C(C)(C)(C)NS(=O)(=O)C1=CC=C(C=C1)NC([C@H](CC1=CC=CC=C1)NC(=O)C1=NC=C(C=C1)F)=O